C[C@H]1N(CCN(C1=O)C)C/C=C/C1=CC=C(C=C1)NC(NCC(=O)NC1=CC=C(C=C1)N[C@@H]1C[C@@H](N(C2=CC=CC=C12)C(CC)=O)C)=O 2-(3-(4-((E)-3-((R)-2,4-dimethyl-3-oxopiperazin-1-yl)prop-1-en-1-yl)phenyl)ureido)-N-(4-(((2S,4R)-2-methyl-1-propionyl-1,2,3,4-tetrahydroquinolin-4-yl)amino)phenyl)acetamide